COC=1C(=NC=CC1C=1C=NC(=CC1)NC([C@H](C1CCC(CC1)C)NC(=O)C1=CC=NN1C)=O)C N-((S)-2-((3'-methoxy-2'-methyl-[3,4'-bipyridin]-6-yl)amino)-1-((1r,4S)-4-methylcyclohexyl)-2-oxoethyl)-1-methyl-1H-pyrazole-5-carboxamide